C(C)(=O)O[C@H]1CCC2C3CCC=4C=C(C(=CC4C3CC[C@]12C)OC)OS(=O)(=O)C1=CC=C(C=C1)OC (13S,17S)-2-methoxy-3-(((4-methoxyphenyl)sulfonyl)oxy)-13-methyl-7,8,9,11,12,13,14,15,16,17-decahydro-6H-cyclopenta[a]phenanthren-17-yl acetate